9-[4-(4-tert-butoxycarbonyl-3-cyclopentyl-phenyl)quinazolin-7-yl]oxynonanoic acid C(C)(C)(C)OC(=O)C1=C(C=C(C=C1)C1=NC=NC2=CC(=CC=C12)OCCCCCCCCC(=O)O)C1CCCC1